dihydropyrrolo[2,1-a]isoquinoline C1CCN2C1=C1C=CC=CC1=CC2